BrC=1C=C(N(C2=CC=CC=C2)C2=CC=CC=C2)C=CC1I 3-bromo-4-iodo-N,N-diphenylaniline